7-formyl-5-oxo-2-azaspiro[3.4]octane-2-carboxylic acid tert-butyl ester C(C)(C)(C)OC(=O)N1CC2(C1)C(CC(C2)C=O)=O